2-((4-((2-acetamidopyridin-4-yl)oxy)-3-methylphenyl)amino)-N-(4-fluorophenyl)nicotinamide C(C)(=O)NC1=NC=CC(=C1)OC1=C(C=C(C=C1)NC1=C(C(=O)NC2=CC=C(C=C2)F)C=CC=N1)C